(1R,5S,6r)-3-(5-((3-fluorophenyl)ethynyl)-2,3-dihydro-1H-inden-1-yl)-3-azabicyclo[3.1.0]-hexane-6-carboxylic acid FC=1C=C(C=CC1)C#CC=1C=C2CCC(C2=CC1)N1C[C@H]2C([C@H]2C1)C(=O)O